C(CC(O)(C(=O)[O-])CC(=O)[O-])(=O)[O-].[Na+].P(=O)([O-])(O)O.[Fe+2].[Na+] sodium iron phosphate compound with sodium citrate